C(CCCCC)OCCCO 3-(Hexanyloxy)propan-1-ol